ClC1=NC=C(C(=N1)NC=1SC=CC1C(=O)OC)C(F)(F)F methyl 2-(2-chloro-5-trifluoromethyl-pyrimidin-4-ylamino)-thiophene-3-carboxylate